C(=O)(N1CCOCC1)N1CCOCC1 4,4'-carbonyl-dimorpholine